N-[[(1R,3S)-3-[[5-(3-methoxy-2-pyridyl)-2-pyridyl]amino]cyclopentyl]methyl]-3-methyl-isoxazole-5-carboxamide COC=1C(=NC=CC1)C=1C=CC(=NC1)N[C@@H]1C[C@@H](CC1)CNC(=O)C1=CC(=NO1)C